C(O)([O-])=O.[Na+].BrC1=NOC(C1)(C1=NC=C(C=C1C1=C(C=CC=C1F)F)C)CO {3-Bromo-5-[3-(2,6-difluorophenyl)-5-methylpyridin-2-yl]-4,5-dihydro-1,2-oxazol-5-yl}methanol Sodium hydrogen carbonate